C(CCCCC)(=O)OCCCC(CCCOC(CCCCC)=O)NC(\C=C/C(=O)NCCOCCN(C)C)=O (Z)-4-(4-((2-(2-(dimethylamino) ethoxy) ethyl) amino)-4-oxobut-2-enamido)-heptane-1,7-diyl dihexanoate